(2,3-dihydro-1H-inden-4-yl)-3-iodo-6-methoxy-1-((2-(trimethylsilyl)ethoxy)methyl)-1H-pyrazolo[4,3-b]pyridine C1CCC2=C(C=CC=C12)C1=C(C=C2C(=N1)C(=NN2COCC[Si](C)(C)C)I)OC